3-cyclohexylidenebis-(methylamine) C1CC(CCC1)(NC)NC